{1-[3-chloro-5-(propan-2-yl)isoquinolin-8-yl]azetidin-3-yl}methanol ClC=1N=CC2=C(C=CC(=C2C1)C(C)C)N1CC(C1)CO